CC1(OB(OC1(C)C)C1=CCC2(CCN(CC2)C(=O)OC(C)(C)C)CC1)C tert-butyl 9-(4,4,5,5-tetramethyl-1,3,2-dioxaborolan-2-yl)-3-azaspiro[5.5]-undec-8-ene-3-carboxylate